(P)-1-(4-(3,3-difluorocyclobutyl)-5-fluoro-2-methoxyphenyl)-N-(isoxazol-3-yl)-2-oxo-1,2-dihydroquinoline-6-sulfonamide FC1(CC(C1)C1=CC(=C(C=C1F)N1C(C=CC2=CC(=CC=C12)S(=O)(=O)NC1=NOC=C1)=O)OC)F